FC1=CC=2C(=C3N(C2C=C1)CCOC3)C(NO)=N 8-fluoro-N-hydroxy-1H,3H,4H-[1,4]oxazino[4,3-a]indole-10-carboximidamide